NC=1SC(=CN1)CN1CCN(CC1)CC(=O)NCCC1=CC=C(C=C1)OC 2-(4-((2-aminothiazol-5-yl)methyl)piperazin-1-yl)-N-(4-methoxyphenylethyl)acetamide